2,4,6-trimethylcyclotrisilazane C[SiH]1N[SiH](N[SiH](N1)C)C